COC1=NC(=CC(=C1)C(=O)O)OC 2,6-Dimethoxypyridine-4-carboxylic acid